(S)-8-chloro-6-(((1-cyclopropyl-1H-1,2,3-triazol-4-yl)(pyridin-3-yl)methyl-d)amino)-4-((5,6-difluoropyridin-3-yl)amino)quinoline-3-carbonitrile ClC=1C=C(C=C2C(=C(C=NC12)C#N)NC=1C=NC(=C(C1)F)F)N[C@@]([2H])(C=1C=NC=CC1)C=1N=NN(C1)C1CC1